O1C(COCC1)COC=1C=C2C=CN=C(C2=CC1)Cl 6-((1,4-dioxan-2-yl)methoxy)-1-chloroisoquinoline